4-(methylsulfonyl)nicotinic acid CS(=O)(=O)C1=CC=NC=C1C(=O)O